N-[Tris(hydroxymethyl)methyl]-3-aminopropane OCC(NCCC)(CO)CO